ClC1=NC(=CC=C1)OCC1=C(C=C(C=C1)Cl)C=COCC 2-chloro-6-[[4-chloro-2-[2-ethoxyvinyl]phenyl]methoxy]pyridine